C1(=CC=CC=C1)P(C1(C(=C2C=CC=CC2=CC1)C1=CC=CC2=CC=CC=C12)P(C1=CC=CC=C1)C1=CC=CC=C1)C1=CC=CC=C1 2,2-bis(diphenyl-phosphanyl)-1,1-binaphthyl